CNC1CC(CCC1)O 3-(methylamino)cyclohexan-1-ol